N1=C(N=C(C=C1)C=1C=NC=NC1)NC=1C=C(C=CC1C)NC(C1=CC(=C(C=C1)CN1C[C@H](CC1)N(C)C)C(F)(F)F)=O N-[3-(4,5'-bipyrimidin-2-ylamino)-4-methylphenyl]-4-[3(S)-(dimethylamino)pyrrolidin-1-ylmethyl]-3-(trifluoromethyl)benzamide